2,5-dihydro-1H-pyrrole hydrochloride Cl.N1CC=CC1